(R or S)-2-(3-chloro-6-(2-(2-fluoro-5-(trifluoromethoxy)benzyl)-2H-tetrazol-5-yl)pyridin-2-yl)-2-hydroxypropane-1-sulfonamide ClC=1C(=NC(=CC1)C=1N=NN(N1)CC1=C(C=CC(=C1)OC(F)(F)F)F)[C@@](CS(=O)(=O)N)(C)O |o1:25|